COC=1C=C2C(=NC=NC2=CC1OC)N1CCC2(CCN(C2)S(=O)=NCC)CC1 [8-(6,7-dimethoxyquinazolin-4-yl)-2,8-diazaspiro[4.5]decan-2-yl](ethyl)imino-λ6-sulfanone